C1(CC1)COC1=C(C=CC(=N1)C(=O)N1C(CCC1)(C)C)N1CC(C1)(F)F [6-Cyclopropylmethoxy-5-(3,3-difluoro-azetidin-1-yl)-pyridin-2-yl]-(2,2-dimethyl-pyrrolidin-1-yl)-methanone